CC=1C=C(C(=O)N/N=C(\C)/C2=NC=CC=C2)C=CC1[N+](=O)[O-] (E)-3-methyl-4-nitro-N'-(1-(pyridin-2-yl)ethylidene)benzohydrazide